O.OC1=CC=C(C=2C=CC=NC12)S(=O)(=O)O 8-hydroxy-5-quinolinesulfonic acid hydrate